C1(CC1)C([C@@H](C(NC=1C=NN(C1)C(C(F)(F)F)C=1C(NC=CC1)=O)=O)NC(=O)C=1N(N=CC1)C(C)C)C1CC1 N-[(1S)-1-(dicyclopropylmethyl)-2-oxo-2-[[1-[2,2,2-trifluoro-1-(2-oxo-1H-pyridin-3-yl)ethyl]pyrazol-4-yl]amino]ethyl]-2-isopropyl-pyrazole-3-carboxamide